ClC1=NC=C2C=CC(=NC2=C1)C(C)(C1CCNCC1)F 7-chloro-2-[1-fluoro-1-(piperidin-4-yl)ethyl]-1,6-naphthyridine